CON(C(CCC1=CC=C(C=C1)C(F)(F)F)=O)C N-Methoxy-N-methyl-3-(4-trifluoromethyl-phenyl)-propanamide